C(CCCC\C=C\CCC)=O (E)-6-decenal